C(C)(C)(C)OC(N[C@@H](C(=O)N1CC2=C(N=C(N=C2OC2=C(C=C(C=C2C)C#N)C)NC2=CC=C(C=C2)C#N)CC1)CO)=O (R)-(1-(4-(4-cyano-2,6-dimethylphenoxy)-2-((4-cyanophenyl)amino)-7,8-dihydropyrido[4,3-d]pyrimidin-6(5H)-yl)-3-hydroxy-1-oxopropan-2-yl)carbamic acid tert-butyl ester